C(C1=CC=CC=C1)N1CCC(CC1)N1C([C@H]([C@@H](C1)C)O)=O (3S,4R)-1-(1-benzylpiperidin-4-yl)-3-hydroxy-4-methylpyrrolidin-2-one